C(C)NC(=S)NC(C(C1=NC=CC(=C1)C(F)(F)F)C1=CC(=CC=C1)F)=O N-(Ethylaminothiocarbonyl)-2-(3-fluorophenyl)-2-(4-(trifluoromethyl)pyridin-2-yl)acetamide